tert-butyl 7-(4-((3,3-difluoropropyl)amino) butyl)-3,4-dihydro-1,8-naphthyridine-1(2H)-carboxylate FC(CCNCCCCC1=CC=C2CCCN(C2=N1)C(=O)OC(C)(C)C)F